ClC=1N=CC2=C(N1)C(=NN2C)C(=C)C 5-chloro-1-methyl-3-(prop-1-en-2-yl)pyrazolo[4,3-d]pyrimidine